5-bromo-3-hydroxyisobenzofuran-1(3H)-one BrC=1C=C2C(OC(C2=CC1)=O)O